4-methylene-2-methyl-1,3-dioxolane C=C1OC(OC1)C